NCCOC=1C=C(C=CC1)C([C@H](C(=O)OC(C)(C)C)[C@@H]1CN(CC1)C(=O)OC(C)(C)C)([2H])[2H] tert-butyl (R)-3-((S)-3-(3-(2-aminoethoxy)phenyl)-1-(tert-butoxy)-1-oxopropan-2-yl-3,3-d2)pyrrolidine-1-carboxylate